C1(CC1)NC=1OC2=C(N1)C=CC=C2 2-cyclopropylaminobenzoxazol